4-((6-(4-(4-cyanophenyl)-5-methoxy-3-methyl-1H-pyrazol-1-yl)pyridin-3-yl)carbamoyl)piperazine-1-carboxylic acid tert-butyl ester C(C)(C)(C)OC(=O)N1CCN(CC1)C(NC=1C=NC(=CC1)N1N=C(C(=C1OC)C1=CC=C(C=C1)C#N)C)=O